ClC=1C(=CC(=C(C1)N1C(C=CC2=CC(=CC=C12)S(=O)(=O)NC1=NOC=C1)=O)OC)[C@@H]1[C@H](C1)C(F)(F)F (P)-1-(5-CHLORO-2-METHOXY-4-((1S,2S)-2-(TRIFLUOROMETHYL)CYCLOPROPYL)PHENYL)-N-(ISOXAZOL-3-YL)-2-OXO-1,2-DIHYDROQUINOLINE-6-SULFONAMIDE